rel-(3S,4R)-4-aminotetrahydro-2H-pyran-3-ol N[C@H]1[C@@H](COCC1)O |o1:1,2|